N1C=C(C2=CC=CC=C12)CCC1N(CCC2=CC(=C(C=C12)O)OC)CC1CCOCC1 1-(2-(1H-indol-3-yl)ethyl)-6-methoxy-2-((tetrahydro-2H-pyran-4-yl)methyl)-1,2,3,4-tetrahydroisoquinoline-7-ol